C1(=CC(=CC=C1)C1=CC=CC=2C3=CC=CC=C3N(C12)C1=NC(=NC(=N1)C1=CC=CC=C1)C1=CC=CC=C1)C1=CC=CC=C1 2-(1-(1,1'-biphenyl-3-yl)-9H-carbazol-9-yl)-4,6-diphenyl-1,3,5-triazine